ClC=1C=C(CN2C=C(C(C3=CC=CC=C23)=O)C(=O)O)C=CC1Cl 3,4-dichlorobenzyl-4-oxo-1,4-dihydroquinoline-3-carboxylic acid